FC=1C(=CC2=CN(N=C2C1)C1OCCCC1)N 6-fluoro-2-(tetrahydro-2H-pyran-2-yl)-2H-indazol-5-amine